(4-amino-7-fluoroimidazo[1,5-a]quinoxalin-8-yl)((4aS,9aR)-7-bromo-6,8-difluoro-2,3,9,9a-tetrahydroindeno[2,1-b][1,4]oxazin-4(4aH)-yl)methanone NC=1C=2N(C3=CC(=C(C=C3N1)F)C(=O)N1[C@@H]3[C@H](OCC1)CC=1C(=C(C(=CC13)F)Br)F)C=NC2